FC(S(=O)(=O)[O-])(F)F.OC1=CC=C(C2=CC(=CC=C12)O)[S+](C)C (4,7-dihydroxy-1-naphthyl)dimethylsulfonium trifluoromethanesulfonate